methyl 2-amino-4'-chloro-2'-fluoro-5-(2-(1-methyl-1H-pyrazol-4-yl) morpholino)-[1,1'-biphenyl]-3-carboxylate NC1=C(C=C(C=C1C(=O)OC)N1CC(OCC1)C=1C=NN(C1)C)C1=C(C=C(C=C1)Cl)F